OC1(COC1)C1=CC(=NN1C)S(=O)(=O)N(CC1=CC=C(C=C1)OC)CC1=CC=C(C=C1)OC 5-(3-hydroxyoxetan-3-yl)-N,N-bis(4-methoxybenzyl)-1-methyl-1H-pyrazole-3-sulfonamide